3,6-dihydro-2H-pyran-2-thiocarboxamide O1C(CC=CC1)C(N)=S